C(C1=CC=CC=C1)OCC1=CC=CC=C1 monobenzyl ether